3-(3,4-dihydroquinolin-1(2H)-yl)-1-((2S,6R)-2,6-dimethylpiperidin-1-yl)propan-1-one methyl-2-(4-((1-fluorocyclopentyl)methoxy)phenyl)-2-((S)-2-phenylpropanamido)acetate COC(C(NC([C@@H](C)C1=CC=CC=C1)=O)C1=CC=C(C=C1)OCC1(CCCC1)F)=O.N1(CCCC2=CC=CC=C12)CCC(=O)N1[C@H](CCC[C@H]1C)C